6-(3-(difluoromethyl)-7,8-dihydro-1,6-naphthyridin-6(5H)-yl)-4,5-dimethylpyridazine FC(C=1C=NC=2CCN(CC2C1)C1=C(C(=CN=N1)C)C)F